tert-butyl 6-[(5'S,7a'R)-3'-oxo-5'-phenyltetrahydro-1H,3'H-spiro[piperidine-4,2'-pyrrolo[2,1-b][1,3]oxazol]-1-yl]pyridine-3-carboxylate O=C1N2[C@H](OC13CCN(CC3)C3=CC=C(C=N3)C(=O)OC(C)(C)C)CC[C@H]2C2=CC=CC=C2